C(#N)C(=C1OC(C(=C1C#N)C)(C(F)(F)F)C1=CC=CC=C1)C#N 2-(dicyanomethylene)-4-methyl-5-phenyl-5-(trifluoromethyl)-2,5-dihydrofuran-3-carbonitrile